(1S,2S)-N-(6-((6-cyclopropyl-8-(3-methyl-2,4-dioxoimidazolidin-1-yl)imidazo[1,2-a]pyridin-2-yl)methoxy)-2-methoxypyrimidin-4-yl)-2-(4-methylpyrimidin-2-yl)cyclopropane-1-carboxamide C1(CC1)C=1C=C(C=2N(C1)C=C(N2)COC2=CC(=NC(=N2)OC)NC(=O)[C@@H]2[C@H](C2)C2=NC=CC(=N2)C)N2C(N(C(C2)=O)C)=O